The molecule is a 1,2-diacyl-sn-glycerol in which the 1- and 2-acyl groups are specified as oleoyl and alpha-linolenoyl respectively. It has a role as a mouse metabolite. It derives from an alpha-linolenic acid and an oleic acid. CCCCCCCC/C=C\\CCCCCCCC(=O)OC[C@H](CO)OC(=O)CCCCCCC/C=C\\C/C=C\\C/C=C\\CC